oxazol-5-ylmethyl (4-((1-(morpholine-4-carbonyl)piperidin-4-yl)methyl)phenyl)carbamate N1(CCOCC1)C(=O)N1CCC(CC1)CC1=CC=C(C=C1)NC(OCC1=CN=CO1)=O